C(C)(=O)O[C@@H]1CC2=CC[C@H]3[C@@H]4CC(C[C@@]4(CCNC(C4=C(C=CC=C4)Br)=O)CC[C@@H]3[C@]2(CC1)C)=O (2-bromobenzoamidomethyl)-16-oxo-androst-5-ene-3beta-ol acetate